C(C)C1(OC2=CC=CC=C2C(C1)=O)CC 2,2-diethylchroman-4-one